butyl (3R,4S)-4-amino-3-fluoropiperidine-1-carboxylate N[C@@H]1[C@@H](CN(CC1)C(=O)OCCCC)F